2-[2-(4-chloro-2-fluoro-3-hydroxy-phenyl)imidazo[1,2-a]Pyridin-3-yl]Ethane ClC1=C(C(=C(C=C1)C=1N=C2N(C=CC=C2)C1CC)F)O